2-(1-methylbutyl)-5-methylphenol CC(CCC)C1=C(C=C(C=C1)C)O